BrC1=CC=CC(=N1)C(C(=O)OC(C)(C)C)(CCCC(CO)(C)C)C tert-butyl 2-(6-bromopyridin-2-yl)-7-hydroxy-2,6,6-trimethylheptanoate